[C@H]12NC[C@H](CC1NC(CN1C(C3=CC=4C=CSC4N3C(=N1)C(C)C)=O)=O)C2 N-[(1R,4S)-2-azabicyclo[2.2.1]heptan-6-yl]-2-(12-isopropyl-9-oxo-3-thia-1,10,11-triazatricyclo[6.4.0.02,6]dodeca-2(6),4,7,11-tetraen-10-yl)acetamide